(6-(2-((cis-4-(2-methoxyethoxy)cyclohexyl)amino)pyrrolo[2,1-f][1,2,4]triazin-5-yl)imidazo[1,2-a]pyridin-3-yl)(pyrrolidin-1-yl)methanone COCCO[C@H]1CC[C@H](CC1)NC1=NN2C(C=N1)=C(C=C2)C=2C=CC=1N(C2)C(=CN1)C(=O)N1CCCC1